BrC1=C(C=CC(=C1)[N+](=O)[O-])C(COC([C@H](COCC=C)NC(=O)OC(C)(C)C)=O)=O (S)-3-allyloxy-2-tert-butoxycarbonylamino-propionic acid 2-(2-bromo-4-nitro-phenyl)-2-oxo-ethyl ester